2-(3-(2-chloropyrimidin-4-yl)-7-methoxyimidazo[1,2-a]pyridin-6-yl)-1,1,1-trifluoropropan-2-ol ClC1=NC=CC(=N1)C1=CN=C2N1C=C(C(=C2)OC)C(C(F)(F)F)(C)O